2-(difluoromethyl)-5-(4-((5-(thiophen-2-yl)-2H-tetrazol-2-yl)methyl)phenyl)-1,3,4-oxadiazole FC(C=1OC(=NN1)C1=CC=C(C=C1)CN1N=C(N=N1)C=1SC=CC1)F